methyl 2-(6-oxo-4-phenyl-pyrimidin-1-yl)acetate O=C1C=C(N=CN1CC(=O)OC)C1=CC=CC=C1